C1(CC1)NC(=O)C=1C=C(C(N(C1)CC=1C=CC=C2C=CN(C12)S(=O)(=O)C1=CC=C(C)C=C1)=O)C(=O)NC N5-cyclopropyl-N3-methyl-2-oxo-1-((1-tosyl-1H-indol-7-yl)methyl)-1,2-dihydropyridine-3,5-dicarboxamide